8-(3-cyclopropyl-4-nitrophenyl)-2-oxa-5,8-diazaspiro[3.5]nonane C1(CC1)C=1C=C(C=CC1[N+](=O)[O-])N1CCNC2(COC2)C1